BrC=1C=C(C2=C(C(=CO2)COC2=C(C=CC=C2)CC(=O)OCC)C1)CN1CC(CC1)(F)F ethyl 2-(2-((5-bromo-7-((3,3-difluoropyrrolidin-1-yl)methyl)benzofuran-3-yl)methoxy)phenyl)acetate